10'-(piperidin-4-yl)-5'H-spiro[cyclohexane-1,7'-indolo[1,2-a]quinazolin]-5'-one N1CCC(CC1)C1=CC=C2C3(C=4N(C=5C=CC=CC5C(N4)=O)C2=C1)CCCCC3